2-(2-(3-methoxy-4-phenyl-1H-pyrazol-1-yl)-8-methyl-6-morpholino-9H-purin-9-yl)ethan-1-ol COC1=NN(C=C1C1=CC=CC=C1)C1=NC(=C2N=C(N(C2=N1)CCO)C)N1CCOCC1